FC1=C(C(=O)N(C)C)C=C(C(=C1)C1=NC=C(N=C1)N(C)[C@H]1[C@H]([C@@H]2CC[C@H](C1)N2)F)O 2-fluoro-4-(5-(((1S,2S,3R,5R)-2-fluoro-8-azabicyclo[3.2.1]octan-3-yl)(methyl)amino)pyrazin-2-yl)-5-hydroxy-N,N-dimethylbenzamide